N1N=NN=C1C1=C(C=CC=C1)C1=NC(=CC(=C1)NC(=O)NC1=C(C=C(C=C1)Cl)Cl)N(CC(C)C)CC1=CC=CC=C1 1-(2-(2-(1H-tetrazol-5-yl)phenyl)-6-(benzyl(isobutyl)amino)pyridin-4-yl)-3-(2,4-dichlorophenyl)urea